O(C)[Si](OCC)(OCC)OCC methoxyl-triethoxysilane